dimethyl (7R,8R)- and (7S,8S)-1,4-dioxaspiro[4.4]nonane-7,8-dicarboxylate O1CCOC12C[C@H]([C@@H](C2)C(=O)OC)C(=O)OC |r|